C(C=C)(=O)O.C1(CCCCC1)NC1CCCCC1 dicyclohexylamine acrylate